ClC1=NC2=CC=CC(=C2C(=C1)Cl)C(F)(F)F 2,4-dichloro-5-(trifluoromethyl)quinoline